3-fluoro-5-((trimethylsilyl)ethynyl)benzaldehyde FC=1C=C(C=O)C=C(C1)C#C[Si](C)(C)C